C(C#C)N1CCN(CC1)CCCOC=1C=C2C=CN(C2=CC1)S(=O)(=O)C=1C=C(C(=O)OC)C=CC1 methyl 3-((5-(3-(4-(prop-2-yn-1-yl)piperazin-1-yl)propoxy)-1H-indol-1-yl)sulfonyl)benzoate